tert-butyl-(2-((2-chloropyridin-4-yl) oxy) acetyl) piperidine-1-carboxylate N1(CCCCC1)C(=O)OC(C(OC1=CC(=NC=C1)Cl)C(C)(C)C)=O